ClC=1C(=NC(=NC1)NC=1C=CC(=C2CCOC21)C(=O)O)NC2=C(C=CC=C2)I 7-((5-Chloro-4-((2-iodophenyl)amino)pyrimidin-2-yl)amino)-2,3-dihydrobenzofuran-4-carboxylic acid